(1r,5s,6r)-6-(1-isopropyl-3-(3-(trifluoromethyl)phenyl)-1H-pyrazol-5-yl)bicyclo[3.1.0]hexane-3-one C(C)(C)N1N=C(C=C1C1[C@H]2CC(C[C@@H]12)=O)C1=CC(=CC=C1)C(F)(F)F